(1r,3r)-3-(3-Fluoroazetidin-1-yl)cyclobutyl (8-amino-7-fluoro-6-(8-methyl-2,3-dihydro-1H-pyrido[2,3-b][1,4]oxazin-7-yl)isoquinolin-3-yl)carbamate NC=1C(=C(C=C2C=C(N=CC12)NC(OC1CC(C1)N1CC(C1)F)=O)C1=C(C2=C(OCCN2)N=C1)C)F